2-p-hydroxycinnamoyl-3,4-dihydroxy-5-(glucosyl)cyclopent-2-enone zinc bisneodecanoate C(CCCCCC(C)(C)C)(=O)[O-].C(CCCCCC(C)(C)C)(=O)[O-].[Zn+2].OC1=CC=C(C=CC(=O)C=2C(C(C(C2O)O)C2[C@H](O)[C@@H](O)[C@H](O)[C@H](O2)CO)=O)C=C1